5-bromo-2-(3-(3-((tert-butyldimethylsilyl)oxy)piperidin-1-yl)propoxy)pyridin-3-amine BrC=1C=C(C(=NC1)OCCCN1CC(CCC1)O[Si](C)(C)C(C)(C)C)N